N-(2,2-difluoro-6-nitro-1,3-benzodioxol-5-yl)acetamide FC1(OC2=C(O1)C=C(C(=C2)NC(C)=O)[N+](=O)[O-])F